BrC=1C=C2CN(CC2=CC1)CC=1OC=C(C(C1)=O)OCC1=CC=C(C=C1)C(=O)N1CCCC1 2-((5-bromoisoindolin-2-yl)methyl)-5-((4-(pyrrolidine-1-carbonyl)benzyl)oxy)-4H-pyran-4-one